trans-4-((3-(1-Cyclopropyl-1H-pyrazol-4-yl)phenyl)-((trans-4-(4-methoxy-3-methylphenyl)-cyclohexyl)methyl)carbamoyl)cyclohexyl (5-(dimethylamino)-pentyl)carbamate CN(CCCCCNC(O[C@@H]1CC[C@H](CC1)C(N(C[C@@H]1CC[C@H](CC1)C1=CC(=C(C=C1)OC)C)C1=CC(=CC=C1)C=1C=NN(C1)C1CC1)=O)=O)C